(R)-2-amino-3-(7-(2-ethylphenyl)thieno[3,2-b]pyridine-2-carboxamido)propionic acid N[C@@H](C(=O)O)CNC(=O)C1=CC2=NC=CC(=C2S1)C1=C(C=CC=C1)CC